CC(CC(=O)OC1=C2C(=CNC2=CC=C1)CCN(C)C)CC(=O)OC1=C2C(=CNC2=CC=C1)CCN(C)C bis(3-(2-(dimethylamino)ethyl)-1H-indol-4-yl) 3-methylpentanedioate